propyl-citric acid C(CC)C(C(=O)O)C(O)(C(=O)O)CC(=O)O